COCCC1C2C=CC(C1)C2 5-methoxyethyl-bicyclo[2.2.1]hept-2-ene